C(#C)C1=CC=C(C=C1)S(=O)(=O)NCCO 4-ethynyl-N-(2-hydroxyethyl)benzenesulfonamide